(6-amino-3-bromo-2-chloro-phenyl)-(3-fluoro-2-pyridinyl)methanone NC1=CC=C(C(=C1C(=O)C1=NC=CC=C1F)Cl)Br